(1S,2S,3R,4S,5S)-3-((5-chloro-4-(4-fluoro-2-(2-hydroxypropan-2-yl)-1-isopropyl-1H-benzo[d]imidazol-6-yl)pyrimidin-2-yl)amino)-7,7-difluoro-6,8-dioxabicyclo[3.2.1]octan-2-d-4-ol ClC=1C(=NC(=NC1)N[C@@H]1[C@@H]([C@H]2C(O[C@@H]([C@H]1O)O2)(F)F)[2H])C=2C=C(C1=C(N(C(=N1)C(C)(C)O)C(C)C)C2)F